3-allyl-6-octyl-3,4-dihydro-2H-benzo[e][1,3]oxazin C(C=C)N1COC2=C(C1)C=C(C=C2)CCCCCCCC